C(=O)O.OCC1NC(CN(C1)C=1N=CN2C1C=CC(=C2)S(=O)(=O)N)(C)C (5-(hydroxymethyl)-3,3-dimethylpiperazin-1-yl)imidazo[1,5-a]pyridine-6-sulfonamide formate